CN1CC(CCC1)C1=NN(C=C1)C=1N=C(C2=C(N1)C=CC=N2)N2CCOCC2 4-(2-(3-(1-methylpiperidin-3-yl)-1H-pyrazol-1-yl)pyrido[3,2-d]pyrimidin-4-yl)morpholine